BrC1=CC=C2C=C(N=CC2=C1)C(=O)O 7-bromoisoquinoline-3-carboxylic acid